2-Methyl-5-chlorobenzimidazole CC=1NC2=C(N1)C=CC(=C2)Cl